CC(C)(C)S(=O)N[C@@H]1C2=CC(=CC=C2CC12CCNCC2)C2=CC=CC=C2 2-methyl-N-((S)-5-phenyl-1,3-dihydrospiro[indene-2,4'-piperidin]-3-yl)propane-2-sulfinamide